[Cl-].C(CCCCC)[N+]1(CCN(CC1)CCCC)CCCC 1-hexyl-1,4-dibutyl-piperazinium chloride